C(C)(C)(C)OC(=O)N[C@]1(CN(CC1)C1=CC=C(C(=C1CN1C2=NC=NC(=C2N=C1)NC(OC(C)(C)C)=O)C=C)F)C(NC1CC1)=O tert-butyl (R)-(9-(6-(3-((tert-butoxycarbonyl)amino)-3-(cyclopropylcarbamoyl)pyrrolidin-1-yl)-3-fluoro-2-vinylbenzyl)-9H-purin-6-yl)carbamate